BrC=1C=C(C=C(C1C1=C(C(=C(C2=CC=CC=C12)N)\N=N\[H])S(=O)(=O)O)Br)C1=CC(=C(C(=C1)Br)C1=C(C(=C(C2=CC=CC=C12)N)\N=N\[H])S(=O)(=O)O)Br 1,1'-(3,5,3',5'-tetrabromo[1,1'-biphenyl]-4,4'-diyl)bis{4-amino-3-[(E)-diazenyl]naphthalene-2-sulfonic acid}